(S)-3-(cyanomethyl)piperazine-1-carboxylic acid tert-butyl ester C(C)(C)(C)OC(=O)N1C[C@@H](NCC1)CC#N